C(C)OC(C(CC(C)C)N1C(C=CC(=C1)CN1CC(C1)(F)F)=O)=O.COCC1CNCCCC1 3-(methoxymethyl)azepane ethyl-2-(5-((3,3-difluoroazetidin-1-yl)methyl)-2-oxopyridin-1(2H)-yl)-4-methylpentanoate